(R)-2-((2-((2,4-Dimethoxybenzyl)amino)-7-(4,4,5,5-tetramethyl-1,3,2-dioxaborolan-2-yl)pyrido[3,2-d]pyrimidin-4-yl)amino)-2-methylhexan-1-ol Phosphorothioat P(O)(O)(=S)OC[C@](CCCC)(C)NC=1C2=C(N=C(N1)NCC1=C(C=C(C=C1)OC)OC)C=C(C=N2)B2OC(C(O2)(C)C)(C)C